2'-methoxy-5'-methyl-azobenzene COC1=C(C=C(C=C1)C)N=NC1=CC=CC=C1